C(C)(C)(C)OC(=O)N1CCNCCN(CCNCC1)C(=O)OC(C)(C)C 1,4,7,10-tetraazacyclododecane-1,7-dicarboxylic acid di-tert-butyl ester